6-Amino-3-(4'-chloro-3-cyano-1',2'-dihydrospiro[cyclobutane-1,3'-pyrrolo[2,3-b]pyridin]-5'-yl)-2-fluoro-N,N-dimethylbenzamide NC1=CC=C(C(=C1C(=O)N(C)C)F)C=1C(=C2C(=NC1)NCC21CC(C1)C#N)Cl